BrC=1C2=C(C(N(C1)C)=O)N(C(=C2)C(=O)OC)S(=O)(=O)CC2=CC=CC=C2 methyl 4-bromo-6-methyl-7-oxo-1-toluenesulfonyl-6,7-dihydro-1H-pyrrolo[2,3-c]pyridine-2-carboxylate